C(C)(=O)NC1=CC=C(C=C1)NC(C)=O N-(4-acetamidophenyl)acetamide